1-(5-bromopentyl)-3-((2-(trimethylsilyl)ethoxy)methyl)imidazolidine-2,4-dione BrCCCCCN1C(N(C(C1)=O)COCC[Si](C)(C)C)=O